COC=1C=C2C=CC(=CC2=CC1)C=CC=O 3-(6-methoxy-naphthalene-2-yl)acrolein